C1=C2C=3C(N=CC2=CC=N1)=C1N(N3)C=CN=C1 Pyrazino[1',2':1,5]pyrazolo[4,3-c][2,6]naphthyridine